C1(=CC=CC=C1)C1NC2=CC=CC=C2NC1 2-Phenyl-1,2,3,4-tetrahydroquinoxaline